calcium methionine salt N[C@@H](CCSC)C(=O)[O-].[Ca+2].N[C@@H](CCSC)C(=O)[O-]